C(C)(C)(C)N1N=C(C(=C1NC)C#N)C1=CC=C(C=C1)[N+](=O)[O-] 1-(tert-butyl)-5-(methylamino)-3-(4-nitrophenyl)-1H-pyrazole-4-carbonitrile